propyldimethylpyruvate C(CC)C(C(C(=O)[O-])=O)(C)C